(P)-1-(5-fluoro-2-methoxy-4-((1S,2S)-2-phenylcyclopropyl)phenyl)-N-(isoxazol-3-yl)-2-oxo-1,2-dihydroquinoline-6-sulfonamide FC=1C(=CC(=C(C1)N1C(C=CC2=CC(=CC=C12)S(=O)(=O)NC1=NOC=C1)=O)OC)[C@@H]1[C@H](C1)C1=CC=CC=C1